7-bromo-8-(4-methoxyphenyl)-6-methylpyrrolo[1,2-a]pyrazin-1-ol BrC=1C(=C2N(C=CN=C2O)C1C)C1=CC=C(C=C1)OC